4-fluoro-3-(6-(((1R,2R,3S,4R,Z)-3-((4-fluoro-3-(trifluoromethyl)phenyl)carbamoyl)-7-(isoxazol-4-ylmethylene)bicyclo[2.2.1]heptan-2-yl)carbamoyl)-5-methoxypyrazin-2-yl)benzoic acid FC1=C(C=C(C(=O)O)C=C1)C1=NC(=C(N=C1)OC)C(N[C@@H]1[C@@H]\2CC[C@H]([C@@H]1C(NC1=CC(=C(C=C1)F)C(F)(F)F)=O)/C2=C/C=2C=NOC2)=O